FC(C1=NC=CC(=C1)C1=C2COC(C2=CC=C1)CN)(F)F (4-(2-(trifluoromethyl)pyridin-4-yl)-1,3-dihydroisobenzofuran-1-yl)methanamine